(1R,3S)-3-((S,E)-3-(4-chlorophenyl)-N'-((4-chlorophenyl)sulfonyl)-4-phenyl-4,5-dihydro-1H-pyrazole-1-carboximidamido)cyclobutyl sulfamate S(N)(OC1CC(C1)N\C(=N/S(=O)(=O)C1=CC=C(C=C1)Cl)\N1N=C([C@H](C1)C1=CC=CC=C1)C1=CC=C(C=C1)Cl)(=O)=O